O1COC2=C1C=CC(=C2)C(CC(=O)OC)C2=CC1=CC(=CC=C1C=C2)OCC(=O)N[C@H]2[C@H]1CC[C@@H](C2)C1 Methyl 3-(benzo[d][1,3]dioxol-5-yl)-3-(7-(2-(((1S,2R,4R)-bicyclo[2.2.1]heptan-2-yl)amino)-2-oxoethoxy)naphthalen-2-yl)propanoate